tetrapentyl orthosilicate [Si](OCCCCC)(OCCCCC)(OCCCCC)OCCCCC